C[C@H]1N(CCOC1)C1=NC=2N(C(=C1)C1=CC=NN1C)N=CC2C2=CC=NN2 (R)-3-methyl-4-(7-(1-methyl-1H-pyrazol-5-yl)-3-(1H-pyrazol-5-yl)pyrazolo[1,5-a]pyrimidin-5-yl)morpholine